Tert-butyl 2-(4-methoxybutan-2-yl)hydrazine-1-carboxylate COCCC(C)NNC(=O)OC(C)(C)C